3-(1-ethyl-4-methyl-benzotriazol-5-yl)-3-[2-(2-fluoro-5-methyl-benzoyl)-3,4-dihydro-1H-isoquinolin-7-yl]propanoic acid C(C)N1N=NC2=C1C=CC(=C2C)C(CC(=O)O)C2=CC=C1CCN(CC1=C2)C(C2=C(C=CC(=C2)C)F)=O